ClC=1N=CC=NC1 5-Chloropyrazine